N=1C=NN2C1C=CC=C2CCC[C@H]2C[C@@H]1N(CCNC1)C2=O (7s,8as)-7-(3-[[1,2,4]triazolo[1,5-a]pyridin-5-yl]propyl)-octahydropyrrolo[1,2-a]pyrazin-6-one